(2E,3Z)-5-{[1-(4-chlorophenyl)-1H-pyrazol-3-yl]oxy}-2-(methoxyimino)-N,3-dimethyl-pent-3-enamide ClC1=CC=C(C=C1)N1N=C(C=C1)OC\C=C(/C(/C(=O)NC)=N\OC)\C